[4-(azetidine-3-carbonyl)piperazin-1-yl]-[4-[[3-(3-fluoro-4-methoxyphenyl)imidazo[1,2-a]pyrazin-8-yl]amino]-2-methylphenyl]methanone hydrochloride Cl.N1CC(C1)C(=O)N1CCN(CC1)C(=O)C1=C(C=C(C=C1)NC=1C=2N(C=CN1)C(=CN2)C2=CC(=C(C=C2)OC)F)C